BrC1=CC=C(C=C1)C12C(N(C(C2C1)=C)C1=CC=CC=C1)=O 1-(4-bromophenyl)-4-methylene-3-phenyl-3-azabicyclo[3.1.0]hexan-2-one